C1(CC1)CC(=O)NC=1N=NN(C1)CCCCN1N=NC(=C1)C(=O)NCC=1C=NC=CC1 1-{4-[4-(2-cyclopropylacetamido)-1H-1,2,3-triazol-1-yl]butyl}-N-(pyridin-3-ylmethyl)-1H-1,2,3-triazole-4-carboxamide